C(C1=CC=CC=C1)OCC(C(=O)N1CC2=CC(=C(C=C2C1)Cl)C(F)(F)F)CC(=O)C1CC1 2-((benzyloxy)methyl)-1-(5-chloro-6-(trifluoromethyl)isoindolin-2-yl)-4-cyclopropylbutane-1,4-dione